C(C1=CC=CC=C1)N1[C@H]2C3OC3[C@@H](C1)C2 (1R,5R)-6-benzyl-3-oxa-6-azatricyclo[3.2.1.02,4]octane